C(CCCCC(=O)OCC(COC(CCC(CCCCCC)OC(NCCN1CCCC1)=O)=O)(COC(CCCCC(=O)OCC\C=C/CCCCC)=O)COC(CCC(OCCCCCCCC)OCCCCCCCC)=O)(=O)OCC\C=C/CCCCC O6-[2-(4,4-dioctoxybutanoyloxymethyl)-2-[[6-[(Z)-non-3-enoxy]-6-oxo-hexanoyl] oxymethyl]-3-[4-(2-pyrrolidin-1-ylethylcarbamoyloxy)decanoyloxy]propyl] O1-[(Z)-non-3-enyl] hexanedioate